ClC(=C)F E-1-chloro-1-fluoroethene